CC1=C(C=C(C=C1)NC(=O)C1=NC=CC(=C1)C(F)(F)F)C1=CC2=C(N=C(N=C2)NC2=CC=NN2C)N2C1=NCC2 N-(4-methyl-3-(2-((1-methyl-1H-pyrazol-5-yl)amino)-8,9-dihydroimidazo[1',2':1,6]pyrido[2,3-d]pyrimidin-6-yl)phenyl)-4-(trifluoromethyl)pyridineamide